NC1C[C@@H](N(CC1)S(=O)(=O)C1=CC=C(C=C1)NC(C)=O)C N-[4-[(2S)-4-amino-2-methylpiperidine-1-sulfonyl]phenyl]acetamide